Benzyl (R)-3-(2-amino-3-phenylpropoxy)-6-fluoroquinoline-4-carboxylate dihydrochloride Cl.Cl.N[C@@H](COC=1C=NC2=CC=C(C=C2C1C(=O)OCC1=CC=CC=C1)F)CC1=CC=CC=C1